CC(CCCCOC=1C=C2C=C(C=NC2=CC1)Br)O methyl-5-(3-bromoquinolin-6-yloxy)pentan-1-ol